(S)-2-azido-2-(tetrahydro-2H-pyran-4-yl)acetic acid N(=[N+]=[N-])[C@H](C(=O)O)C1CCOCC1